1-(2-(2-chloro-3-(6-(1-methylcyclopropoxy)-9-((5-methylthiazol-2-yl)methyl)-9H-purin-8-yl)phenoxy)ethyl)azetidin-3-ol ClC1=C(OCCN2CC(C2)O)C=CC=C1C=1N(C2=NC=NC(=C2N1)OC1(CC1)C)CC=1SC(=CN1)C